(5S)-8-Chloro-N-methyl-1-[trans-4-(pyridin-2-yloxy)cyclohexyl]-5,6-dihydro-4H-[1,2,4]triazolo[4,3-a][1]benzazepin-5-amin ClC=1C=CC2=C(C[C@@H](CC=3N2C(=NN3)[C@@H]3CC[C@H](CC3)OC3=NC=CC=C3)NC)C1